COC1=C(N(C([C@@H](N)CCCNC(N)=N)=O)[N+](=O)[O-])C=CC=C1 arginine-methoxynitroanilide